7-(diethylamino)-2H-chromene-3-carbohydrazide C(C)N(C1=CC=C2C=C(COC2=C1)C(=O)NN)CC